Cl.N1C(=NC=C1)C1(CCNCC1)OC 4-(1H-imidazol-2-yl)-4-methoxypiperidine hydrochloride salt